FC(OCC1CCC2=CC=3CCCC3C(=C12)NC(=O)N=S(=O)(N)C=1C=NN2C1OCCC2)(F)F N'-((3-((trifluoromethoxy)methyl)-1,2,3,5,6,7-hexahydro-s-indacen-4-yl)carbamoyl)-6,7-dihydro-5H-pyrazolo[5,1-b][1,3]oxazine-3-sulfonimidamide